ethyl 6-(4-fluorophenyl)-4-hydroxy-2-oxo-1-(2-(4-methylpiperazin-1-yl) ethyl)-1,2-dihydro-1,8-naphthyridine-3-carboxylate FC1=CC=C(C=C1)C=1C=C2C(=C(C(N(C2=NC1)CCN1CCN(CC1)C)=O)C(=O)OCC)O